C(C)(C)(C)NC(C1=CC(=CC(=C1)C)NC(CC1=C(C=CC(=C1)Cl)O)=O)=O N-tert-butyl-3-[[2-(5-chloro-2-hydroxy-phenyl)acetyl]amino]-5-methyl-benzamide